ClC1=CC(=C(COC2=C(C=CC(=N2)C2=CC(=C(CC3=NC4=C(N3[C@@H]3COCC3(C)C)C=C(C=C4)C(=O)O)C=C2F)F)F)C=C1)F (S)-2-(4-(6-((4-chloro-2-fluorobenzyl)oxy)-5-fluoropyridin-2-yl)-2,5-difluorobenzyl)-1-(4,4-dimethyltetrahydrofuran-3-yl)-1H-benzo[d]imidazole-6-carboxylic acid